N-((1r,3r)-3-((5-(1-(2,2-difluoroethyl)-1H-benzo[d][1,2,3]triazol-6-yl)-6-fluoro-4-methoxypyrrolo[2,1-f][1,2,4]triazin-2-yl-7-d)amino)-1-methylcyclobutyl)acetamide FC(CN1N=NC2=C1C=C(C=C2)C=2C(=C(N1N=C(N=C(C12)OC)NC1CC(C1)(C)NC(C)=O)[2H])F)F